(4-fluorophenyl)(phenyl)methanone FC1=CC=C(C=C1)C(=O)C1=CC=CC=C1